C(C)(C)C=1C=CC=C2C(C(NC12)=O)=O 7-Isopropylindoline-2,3-dione